methyl 2-[(6-benzylsulfanyl-3-morpholinosulfonyl-4-quinolyl)amino]benzoate C(C1=CC=CC=C1)SC=1C=C2C(=C(C=NC2=CC1)S(=O)(=O)N1CCOCC1)NC1=C(C(=O)OC)C=CC=C1